C(C)(=O)OC=1C=C2C(=C(N(C2=CC1Br)C)CSC1=CC=C(C=C1)F)C(=O)OCC ethyl 5-acetoxy-6-bromo-2-[((4-fluorophenyl) thio) methyl]-1-methyl-1H-indole-3-carboxylate